FC=1C=C(C=C(C1)F)C1N=C(C(C1)C)OC 2-(3,5-difluorophenyl)-5-methoxy-4-methyl-3,4-dihydro-2H-pyrrole